tert-butyl 8-(4-chloro-3-methyl-phenyl)-2-azaspiro[4.5]dec-7-ene-2-carboxylate ClC1=C(C=C(C=C1)C1=CCC2(CCN(C2)C(=O)OC(C)(C)C)CC1)C